The molecule is the L-stereoisomer of sorbose 1-phosphate. It has a role as an algal metabolite. It derives from a L-sorbose. It is a conjugate acid of a L-sorbose 1-phosphate(2-). It is an enantiomer of a D-sorbose 1-phosphate. C([C@@H]([C@H]([C@@H](C(=O)COP(=O)(O)O)O)O)O)O